5-bromo-2-fluoro-4-methyl-aniline BrC=1C(=CC(=C(N)C1)F)C